(E)-tert-butyl 4-(3-(4-(2-(4-(methoxycarbonyl)pyridin-3-yl) vinyl)phenoxy)propyl)piperazine-1-carboxylate COC(=O)C1=C(C=NC=C1)/C=C/C1=CC=C(OCCCN2CCN(CC2)C(=O)OC(C)(C)C)C=C1